(R)-3-aminotetrahydrofuran N[C@H]1COCC1